2,4,6-trimethylbenzoyl-diphenylphosphorus CC1=C(C(=O)P(C2=CC=CC=C2)C2=CC=CC=C2)C(=CC(=C1)C)C